5-Fluoro-6-(2-methoxyethoxy)-3-[3-(4-{2-methyl-2,6-diazaspiro[3.4]octan-6-carbonyl}phenyl)-1,2-oxazol-5-yl]-1H-indazol FC=1C=C2C(=NNC2=CC1OCCOC)C1=CC(=NO1)C1=CC=C(C=C1)C(=O)N1CC2(CN(C2)C)CC1